CC=1C=C(C=C(C1)C)C=1N=CC=C2C1SC1=C2C=CC=2C=C(C=CC21)CC(C)(C)C 10-(3,5-dimethylphenyl)-3-neopentylnaphtho[2',1':4,5]thieno[2,3-c]pyridine